N-[2-(3-{3-[(S)-(1,3-Dimethyl-azetidin-3-yl)-hydroxy-(4-isopropyl-phenyl)-methyl]-phenyl}-[1,2,4]oxadiazol-5-yl)-1,1-dimethyl-ethyl]-N-methyl-acetamide CN1CC(C1)(C)[C@@](C=1C=C(C=CC1)C1=NOC(=N1)CC(C)(C)N(C(C)=O)C)(C1=CC=C(C=C1)C(C)C)O